9-(4-(4-chloro-1-methyl-1H-imidazol-2-yl)benzyl)-2-(2-isopropylphenyl)-7,9-dihydro-8H-purin-8-one ClC=1N=C(N(C1)C)C1=CC=C(CN2C3=NC(=NC=C3NC2=O)C2=C(C=CC=C2)C(C)C)C=C1